4-cis-3-((4-([1,1'-biphenyl]-3-yl)-5-chloropyrimidin-2-yl)amino)cyclohexane-1-carboxylic acid C1(=CC(=CC=C1)C1=NC(=NC=C1Cl)NC1CC(CCC1)C(=O)O)C1=CC=CC=C1